(2S,4S)-4-(7-bromo-6-fluoro-8-iodo-4-(methylsulfanyl)-1H-imidazo[4,5-c]quinolin-1-yl)-2-(cyanomethyl)piperidine-1-carboxylic acid tert-butyl ester C(C)(C)(C)OC(=O)N1[C@@H](C[C@H](CC1)N1C=NC=2C(=NC=3C(=C(C(=CC3C21)I)Br)F)SC)CC#N